BrC1=CC(=C(C=C1)NC(=O)C1(CCN(CC1)C(=O)OC(C)(C)C)F)C(N)=O tert-butyl 4-((4-bromo-2-carbamoylphenyl) carbamoyl)-4-fluoropiperidine-1-carboxylate